OC(C)(C)CCC[C@@H](C)[C@H]1CC[C@H]2[C@@H]3C(C=C4C[C@@H](O)CC[C@]4(C)[C@H]3CC[C@]12C)Br 25-hydroxy-7-bromo-cholesterol